dimethyl 4-(3'-(3-aminopropoxy)-3-nitro-[1,1'-biphenyl]-4-yl)-2,6-dimethyl-1,4-dihydropyridine-3,5-dicarboxylate NCCCOC=1C=C(C=CC1)C1=CC(=C(C=C1)C1C(=C(NC(=C1C(=O)OC)C)C)C(=O)OC)[N+](=O)[O-]